C(C)(C)(C)C(OC1=C(C=CC=C1)O)(C(C)(C)C)C(C)(C)C tri-tert-butyl-hydroxyanisole